5-(3-(1-(4-bromocyclohexyl)-1H-imidazol-4-yl)-2-fluoro-6-hydroxyphenyl)-1,2,5-thiadiazolidin-3-one 1,1-dioxide BrC1CCC(CC1)N1C=NC(=C1)C=1C(=C(C(=CC1)O)N1CC(NS1(=O)=O)=O)F